[OH-].C(C1=CC=CC=C1)[N+](CCC)(CCC)C=CC benzyl-propenyl-dipropylammonium hydroxide